FC=1C=C(CN2CCN3C2=NC(C2=C3C(CN(C2)CC=2C=C(C#N)C=CC2)(F)F)=O)C=CC1 3-((3-(3-fluorobenzyl)-9,9-difluoro-5-oxo-1,2,3,5,8,9-hexahydroimidazo[1,2-a]pyrido[3,4-e]pyrimidin-7(6H)-yl)methyl)benzonitrile